C1(=CC=CC=C1)[C@H]1CC[C@H](CC1)OC[C@@H]1N(CCC[C@@H]1C1=NNC=C1)C(=O)OC methyl (CIS)-2-((((CIS)-4-phenylcyclohexyl)oxy) methyl)-3-(1H-pyrazol-3-yl)piperidine-1-carboxylate